6-bromo-7-fluoro-2-(1-(4-methyl-1,4-diazepan-1-yl)butyl)-3-propylquinazolin-4(3H)-one BrC=1C=C2C(N(C(=NC2=CC1F)C(CCC)N1CCN(CCC1)C)CCC)=O